FC1=CC2=C(N(C(CO2)=O)CC#C)C=C1N1C(N(C(C1=O)=O)CCC)=S 1-[7-fluoro-3-oxo-4-(prop-2-yn-1-yl)-3,4-dihydro-2H-1,4-benzoxazine-6-yl]-3-propyl-2-thioxoimidazolidine-4,5-dione